ClCSC chloro(methylsulfanyl)methane